Methyl (S)-4-chloro-2-(chloromethyl)-1-((tetrahydrofuran-2-yl)methyl)-1H-benzo[d]imidazole-6-carboxylate ClC1=CC(=CC=2N(C(=NC21)CCl)C[C@H]2OCCC2)C(=O)OC